1,6-Bis[2-methacryloyloxyethoxycarbonylamino]-2,4,4-trimethyl-hexan C(C(=C)C)(=O)OCCOC(=O)NCC(CC(CCNC(=O)OCCOC(C(=C)C)=O)(C)C)C